5-(5-(2-methyl-4-(1H-1,2,3-triazol-5-yl)piperidin-1-yl)-1,3,4-oxadiazol-2-yl)pyrimidin-2-amine CC1N(CCC(C1)C1=CN=NN1)C1=NN=C(O1)C=1C=NC(=NC1)N